(1S,2S)-2-(((3-chloropyridin-4-yl)methyl)amino)cyclohexan-1-ol ClC=1C=NC=CC1CN[C@@H]1[C@H](CCCC1)O